COC(=O)C1=NOC(C1)C(N)=O.OCCOC=1C=C2C=CC(=CC2=CC1)C1(C2=CC=CC=C2C=2C=CC=CC12)C1=CC2=CC=C(C=C2C=C1)OCCO 9,9-bis(6-(2-hydroxyethoxy)naphthalene-2-yl)fluorene methyl-5-carbamoyl-2-isoxazoline-3-carboxylate